NC1=C(C=CC=C1C(=O)OC)N1CCN(CC1)C(=O)OC(C)(C)C Tert-butyl 4-(2-amino-3-methoxycarbonyl-phenyl)piperazine-1-carboxylate